C(C)OC(NC(NC1=NC(=CC=C1)C1=CC=C(C=C1)C)=S)=O [6-(4-methylphenyl)pyridin-2-yl-thiocarbamoyl]carbamic acid ethyl ester